ClC=1C=C(C=CC1)C[C@@H](C(=O)OCC#N)N(C(CCC=C)=O)C (S)-Cyanomethyl 3-(3-chlorophenyl)-2-(N-methylpent-4-enamido)propanoate